O1COC2=C1C=CC(=C2)CC(C)NO[Si](C)(C)C(C)(C)C 1-(1,3-Benzodioxol-5-yl)-N-[tert-butyl(dimethyl)silyl]oxypropan-2-amine